ClC=1C(=NC(=NC1)NC1CCOCC1)[C@@]1(NC(C2=CC=CC=C12)=O)C (1R)-{5-chloro-2-[(oxan-4-yl)amino]pyrimidin-4-yl}-1-methyl-3-oxo-2,3-dihydro-1H-isoindol